3-(2-tert-butylpyrazol-3-yl)-5-(4-chlorophenyl)-N-(1,1,1-trifluoro-2-methyl-propan-2-yl)-benzamide C(C)(C)(C)N1N=CC=C1C=1C=C(C(=O)NC(C(F)(F)F)(C)C)C=C(C1)C1=CC=C(C=C1)Cl